FC=1C=C2CCC(C2=CC1F)NC1=NC(=NC=C1C(=O)N)NC1=CC=C2CCNCC2=C1 4-[(5,6-difluoro-2,3-dihydro-1H-inden-1-yl)amino]-2-[(1,2,3,4-tetrahydroisoquinolin-7-yl)amino]pyrimidine-5-carboxamide